3-(3-(3-(1,1-dioxido-4-oxo-1,2,5-thiadiazolidin-2-yl)-2-fluoro-4-hydroxyphenyl)-1H-pyrazol-5-yl)propanenitrile O=S1(N(CC(N1)=O)C=1C(=C(C=CC1O)C1=NNC(=C1)CCC#N)F)=O